N-[3-(Trimethoxysilyl)Propyl]Butylamine CO[Si](CCCNCCCC)(OC)OC